FC=1C(=CC=2C3=C(NC(C2C1)=O)CS(C[C@@H]3N(C(=O)C=3C=C1C(=CC=CN1C3)F)C)(=O)=O)F (R)-N-(8,9-difluoro-3,3-dioxido-6-oxo-1,4,5,6-tetrahydro-2H-thiopyrano[3,4-c]isoquinolin-1-yl)-8-fluoro-N-methylindolizine-2-carboxamide